FC1(CN(CC12CCC2)C=2C=1C(N=CN2)=NN(C1)C=1C(=NC(=NC1)OC)OC)F 4-(8,8-difluoro-6-azaspiro[3.4]oct-6-yl)-2-(2,4-dimethoxypyrimidin-5-yl)pyrazolo[3,4-d]pyrimidine